ON1C(=C(C(C2=CC=CC=C12)=O)CC1=C(C=CC=C1)Cl)C 1-hydroxy-2-methyl-3-(2-chlorobenzyl)-4(1H)-quinolinone